9-(1-((6-chloro-2-(1-methyl-1H-1,2,4-triazol-3-yl)pyridin-3-yl)amino)ethyl)-4,7-dimethyl-3-(2-methylpyridin-4-yl)imidazo[1,5-a]quinazolin-5(4H)-one ClC1=CC=C(C(=N1)C1=NN(C=N1)C)NC(C)C=1C=C(C=C2C(N(C=3N(C12)C=NC3C3=CC(=NC=C3)C)C)=O)C